2-[(2S)-5-oxo-2H-furan-2-yl]acetate O=C1C=C[C@@H](O1)CC(=O)[O-]